(1R,4r)-4-(2-(((R)-2-(3-Fluorophenyl)-2-hydroxyethyl)amino)-2-methylpropyl)-N,N-dimethylcyclohexane-1-sulfonamide hydrochloride Cl.FC=1C=C(C=CC1)[C@H](CNC(CC1CCC(CC1)S(=O)(=O)N(C)C)(C)C)O